3-chlorobenzyl ((2S)-3-cyclohexyl-1-oxo-1-((1-oxo-3-(2-oxo-8-pivaloyl-1,8-diazaspiro[4.5]decan-3-yl)propan-2-yl)amino)propan-2-yl)carbamate C1(CCCCC1)C[C@@H](C(NC(C=O)CC1C(NC2(C1)CCN(CC2)C(C(C)(C)C)=O)=O)=O)NC(OCC2=CC(=CC=C2)Cl)=O